3-[[(5-chlorooxazolo[4,5-b]pyridin-2-yl)amino]methyl]-1-methyl-cyclobutanol ClC1=CC=C2C(=N1)N=C(O2)NCC2CC(C2)(O)C